8-((4-bromo-2-chlorophenyl)amino)-7-methyl-3,4-dihydro-2,7-naphthyridine-1,6(2H,7H)-dione BrC1=CC(=C(C=C1)NC=1N(C(C=C2CCNC(C12)=O)=O)C)Cl